N-((1R,2S)-8'-(azetidin-1-yl)-2-methyl-4'H-spiro[cyclopropane-1,5'-naphtho[2,1-d]isoxazol]-3'-yl)-2,6-dimethoxy-4-(morpholine-4-carbonyl)benzenesulfonamide N1(CCC1)C1=CC=C2[C@]3(CC=4C(=NOC4C2=C1)NS(=O)(=O)C1=C(C=C(C=C1OC)C(=O)N1CCOCC1)OC)[C@H](C3)C